di(p-tolyl)anthracene-9,10-diamine C1(=CC=C(C=C1)C1=C(C2=C(C3=CC=CC=C3C(=C2C=C1)N)N)C1=CC=C(C=C1)C)C